8-{[(4-chloro-2,6-dimethylphenyl)acetyl]amino}-1,4-dioxaspiro[4.5]decane-8-carboxylic acid 2-hydroxyethyl ester OCCOC(=O)C1(CCC2(OCCO2)CC1)NC(CC1=C(C=C(C=C1C)Cl)C)=O